C(C)(C)N1C(=NC(=C1)C(F)(F)F)C1=CC=C(CC=2NC=CC2C2=C(C=CC=C2)C(C)C)C=C1 (4-(1-isopropyl-4-(trifluoromethyl)-1H-imidazol-2-yl)benzyl)-3-(2-isopropylphenyl)pyrrole